(11R)-tert-Butyl 11-methyl-6,7,10,11-tetrahydro-5H-pyrido[2,3-c]pyrido-[4',3':3,4]pyrazolo[1,5-a]azepine-12(13H)-carboxylate C[C@@H]1CC2=NN3C(C4=C(CCC3)C=CC=N4)=C2CN1C(=O)OC(C)(C)C